C1(=CC=CC=C1)S(=O)(=O)OCCCCCCCCCCCCCCCCCCCC eicosyl benzenesulfonate